CS(=O)(=O)C1=C(C(=O)OC)C=CC(=C1)C1CCN(CC1)C methyl 2-methanesulfonyl-4-(1-methylpiperidin-4-yl)benzoate